(-)-1-(4-fluorophenyl)-3-[(3S*,4R*)-4-(5-methoxythiophen-2-yl)-2-oxopyrrolidin-3-yl]urea FC1=CC=C(C=C1)NC(=O)N[C@@H]1C(NC[C@H]1C=1SC(=CC1)OC)=O |o1:11,15|